2,5-dimethyl-2,5-bis(tert-butylperoxy)-hexane CC(C)(CCC(C)(OOC(C)(C)C)C)OOC(C)(C)C